2-(((1r,3r)-3-aminocyclobutyl)amino)-8-(isobutylamino)pyrido[3,4-d]pyrimidine-6-carbonitrile NC1CC(C1)NC=1N=CC2=C(N1)C(=NC(=C2)C#N)NCC(C)C